11,12-dihydro-12-phenylindolo[2,3-a]carbazole C1(=CC=CC=C1)N1C=2C=CC=CC2C=2C1=C1NC3=CC=CC=C3C1=CC2